1H-benzo[d]imidazol-5-yl 4-methoxybenzoate COC1=CC=C(C(=O)OC2=CC3=C(NC=N3)C=C2)C=C1